2,3-diphospho-D-glyceric acid pentasodium salt C([C@H](C(=O)[O-])OP(=O)([O-])[O-])OP(=O)([O-])[O-].[Na+].[Na+].[Na+].[Na+].[Na+]